(1S,1aS,6aR)-4-((2-fluoro-5-(2-methyl-6-((1-(methylsulfonyl)piperidin-4-yl)oxy)pyridin-3-yl)benzyl)oxy)-1,1a,6,6a-tetrahydrocyclopropa[a]indene-1-carboxylic acid FC1=C(COC2=CC=3C[C@@H]4[C@H](C3C=C2)[C@H]4C(=O)O)C=C(C=C1)C=1C(=NC(=CC1)OC1CCN(CC1)S(=O)(=O)C)C